N1(N=CC=C1)CC1=C(C=C(C(=O)NS(=O)(=O)C2=C(C(=CC=C2OC)C)OC)C=C1)OC 4-((1H-pyrazol-1-yl)methyl)-N-((2,6-dimethoxy-3-methylphenyl)sulfonyl)-3-methoxybenzamide